N-((1-(2,6-dioxopiperidin-3-yl)-2-oxo-1,2-dihydrobenzo[cd]indol-6-yl)methyl)-6-oxo-6-(piperidin-1-yl)hexanamide O=C1NC(CCC1N1C(C2=C3C(C(=CC=C13)CNC(CCCCC(N1CCCCC1)=O)=O)=CC=C2)=O)=O